C(C)C1CCC(CC1)C=1SC(=C(C1F)F)B1OC(C)(C)C(C)(C)O1 2-(4-ethylcyclohexyl)-3,4-difluoro-5-thienylboronic acid pinacol ester